N-(4,4-difluorocyclohexyl)-formamide FC1(CCC(CC1)NC=O)F